N1CCC(CC1)C=1C=CC=C2C(=CN=CC12)N1C(NC(CC1)=O)=O 1-[8-(4-piperidyl)-4-isoquinolyl]hexahydropyrimidine-2,4-dione